meta-methoxyamphetamine COC=1C=C(CC(N)C)C=CC1